[C@H]12CN(C[C@H](CC1)N2)C=2C=CC(=C(C(=O)N[C@H](C)C=1C=C(C=C(C1)OCC)C=1C=C(N(C1)C)C(=O)N(C)C)C2)C 4-[3-[(1R)-1-[[5-[(1R,5S)-3,8-Diazabicyclo[3.2.1]octan-3-yl]-2-methyl-benzoyl]amino]ethyl]-5-ethoxy-phenyl]-N,N,1-trimethyl-pyrrole-2-carboxamide